COC(=O)C1=CC2=C(N=C3N2[C@H](COCC3Br)C)C=C1 (1S)-5-bromo-1-methyl-1,2,4,5-tetrahydrobenzo[4,5]imidazo[1,2-d][1,4]oxazepine-9-carboxylic acid methyl ester